FC=1C=C2CN(C(C2=CC1N1CCN(CC1)CCCCCOC1=CC=C(C=C1)\C(=C(\CC)/C1=CC=CC=C1)\C1=CC=C(C=C1)O)=O)C1C(NC(CC1)=O)=O (Z)-3-(5-fluoro-6-(4-(5-(4-(1-(4-hydroxyphenyl)-2-phenylbut-1-en-1-yl)phenoxy)pentyl)piperazin-1-yl)-1-oxoisoindolin-2-yl)piperidine-2,6-dione